3-chloro-6-cyclopropylimidazo[1,2-a]pyridin ClC1=CN=C2N1C=C(C=C2)C2CC2